cis-2-(4-(cyclopentylamino)phenyl)-1-(2-fluoro-6-methylbenzoyl)-N-(1-methyl-1H-indazol-5-yl)octahydro-1H-cyclopenta[b]pyridine-3-carboxamide C1(CCCC1)NC1=CC=C(C=C1)C1C(CC2C(N1C(C1=C(C=CC=C1C)F)=O)CCC2)C(=O)NC=2C=C1C=NN(C1=CC2)C